3-(tert-butyl)-N-(4-(2-((1-((S)-pyrrolidin-3-yl)-1H-pyrazol-4-yl)amino)pyrimidin-4-yl)-2-(trifluoromethyl)benzyl)pyrrolidine C(C)(C)(C)C1CN(CC1)CC1=C(C=C(C=C1)C1=NC(=NC=C1)NC=1C=NN(C1)[C@@H]1CNCC1)C(F)(F)F